methyl N-((benzyloxy)carbonyl)-O-((1s,4R)-4-(2-(benzyloxy)phenyl)cyclohexyl)-L-serinate C(C1=CC=CC=C1)OC(=O)N[C@@H](COC1CCC(CC1)C1=C(C=CC=C1)OCC1=CC=CC=C1)C(=O)OC